NCC(C1=CC(=CC=C1)OC)NC(=O)C=1C=CC=C2C(=CNC12)C=1C=NNC1 N-(2-amino-1-(3-methoxyphenyl)ethyl)-3-(1H-pyrazol-4-yl)-1H-indole-7-carboxamide